NC1CCN(CC1)C1=C(C=NC2=CC=C(C=C12)C1=C(C(=CC(=C1C)F)F)O)C1=CC(=CC(=C1)F)F 2-[4-(4-aminopiperidin-1-yl)-3-(3,5-difluorophenyl)quinolin-6-yl]-4,6-difluoro-3-methylphenol